COC=1C=NC=C(C1)COC=1C=C2C(=NC1)OC(=N2)C=2C=NC=CC2 3-methoxy-5-({[2-(pyridin-3-yl)-[1,3]oxazolo[5,4-b]pyridin-6-yl]oxy}methyl)pyridine